C(C)(C)(C)OC(N[C@@H]1CN(CC1)C1=NC2=C(C(=CC=C2C(=C1)N1C=NC=C1)Cl)Cl)=O (S)-(1-(7,8-dichloro-4-(1H-imidazol-1-yl)quinolin-2-yl)pyrrolidin-3-yl)carbamic acid tert-butyl ester